CN(C([C@H](CN(CCC[C@H](C(C)C)N1CC2(C1)CN(CC2)C=2N=CN=NC2OC2=C(C(=O)N(C(C)C)CC)C=C(C=C2)F)C)C)=O)C 2-((5-(2-((R)-6-(((S)-3-(dimethylamino)-2-methyl-3-oxopropyl)(methyl)amino)-2-methylhex-3-yl)-2,6-diazaspiro[3.4]oct-6-yl)-1,2,4-triazin-6-yl)oxy)-N-ethyl-5-fluoro-N-isopropylbenzamide